nickel silver-nickel [Ni].[Ag].[Ni]